C(\C=C\C(=O)O)(=O)O.CN1N=CC=C1C1CCN(CC1)C1CC2(C1)CN(CC2)C(=O)OCC ethyl (2r,4s)-2-[4-(1-methyl-1H-pyrazol-5-yl) piperidin-1-yl]-6-azaspiro[3.4]octane-6-carboxylate fumarate